CC1(COC1)COC1C2C(CC(C1)C2)OCC2(COC2)C 2,6-bis[(3-methyl-3-oxetanyl)methoxy]bicyclo[2.2.1]heptane